COCC1(CCC(CC1)C=1C(=NN2C1CN(CC2)C(=O)C2(COC2)C)CN(CCNC)C)COC (3-(4,4-bis(methoxymethyl)-cyclohexyl)-2-((methyl(2-(methylamino)ethyl)amino)-methyl)-6,7-dihydropyrazolo-[1,5-a]pyrazin-5(4H)-yl)(3-methyloxetan-3-yl)methanone